N-(2,2-difluoroethyl)-N-(2-(3,3-dimethylbut-1-yn-1-yl)pyridin-4-yl)-6-fluoro-1-methyl-[1,2,4]triazolo[4,3-a]quinazolin-5-amine FC(CN(C1=NC=2N(C3=CC=CC(=C13)F)C(=NN2)C)C2=CC(=NC=C2)C#CC(C)(C)C)F